ClC=1C=C(C=C2C(=C(C=NC12)C#N)NC1CCOCC1)N[C@@H](C=1C=NC=CC1)C=1N=NN(C1)C1COC1 (S)-8-chloro-6-(((1-(oxetan-3-yl)-1H-1,2,3-triazol-4-yl)(pyridin-3-yl)methyl)amino)-4-((tetrahydro-2H-pyran-4-yl)amino)quinoline-3-carbonitrile